fluorothreonine FN[C@@H]([C@H](O)C)C(=O)O